COCCOCCN1N=C(C(=C1)NC(C1=NC=CC=C1)=O)C1=NC=CC=C1 N-(1-(2-(2-methoxyethoxy)ethyl)-3-(pyridin-2-yl)-1H-pyrazol-4-yl)picolinamide